methyl 4-(1-(tert-butoxycarbonyl)azetidin-3-yl)-2-methoxynicotinate C(C)(C)(C)OC(=O)N1CC(C1)C1=CC=NC(=C1C(=O)OC)OC